(R)-7-((6-((dimethyl-amino)methyl)-5-(tetrahydrofuran-3-yl)pyridin-2-yl)amino)-4-(1-methyl-1H-indol-4-yl)-2,3-dihydro-1H-pyrrolo[3,4-c]pyridin-1-one CN(C)CC1=C(C=CC(=N1)NC=1C2=C(C(=NC1)C1=C3C=CN(C3=CC=C1)C)CNC2=O)[C@@H]2COCC2